1-((2S,4S,5R)-5-ethynyl-4-hydroxy-5-(hydroxymethyl)tetrahydrofuran-2-yl)-5-methylpyrimidine-2,4(1H,3H)-dione C(#C)[C@]1([C@H](C[C@H](O1)N1C(NC(C(=C1)C)=O)=O)O)CO